N1(C=NC=2C1=C1C(=NC2)NC=C1)C12CC(C1)(C2)NC(OC(C)(C)C)=O Tert-butyl (3-(imidazo[4,5-d]pyrrolo[2,3-b]pyridin-1(6H)-yl)bicyclo[1.1.1]pentan-1-yl)carbamate